1-(7-Bromo-1-methyl-1H-indazol-3-yl)dihydropyrimidine-2,4(1H,3H)-dione BrC=1C=CC=C2C(=NN(C12)C)N1C(NC(CC1)=O)=O